1-Isopropyl-4-(((1r,4r)-4-aminocyclohexyl)oxy)-1H-indole-7-carbonitrile C(C)(C)N1C=CC2=C(C=CC(=C12)C#N)OC1CCC(CC1)N